8-(4-aminophenyl)-N-(3-(4-methylpiperazin-1-yl)phenyl)quinazolin-2-amine NC1=CC=C(C=C1)C=1C=CC=C2C=NC(=NC12)NC1=CC(=CC=C1)N1CCN(CC1)C